ClC1=NC=CC(=N1)C(C(=O)OC(C)(C)C)(C(=O)OC)CC 1-(tert-butyl) 3-methyl 2-(2-chloropyrimidin-4-yl)-2-ethylmalonate